COC1=CC=C(COC2=CC=C(N)C=C2)C=C1 4-(4-methoxybenzyloxy)aniline